C(#N)[C@H](C[C@H]1C(NCC1)=O)NC(=O)[C@H]1[C@H]2C([C@H]2CN1C(=O)C1(C2=CC=CC=C2C=2C=CC=CC12)O)(C)C (1R,2R,5S)-N-((S)-1-cyano-2-((S)-2-oxopyrrolidin-3-yl)ethyl)-3-(9-hydroxy-9H-fluorene-9-carbonyl)-6,6-dimethyl-3-azabicyclo[3.1.0]hexane-2-carboxamide